N-[(1S)-1-[[1-[(1S)-1-(3-chloro-6-oxo-1H-pyridazin-5-yl)ethyl]-3-fluoro-pyrazol-4-yl]carbamoyl]-2,2-dicyclopropyl-ethyl]-2-(2,2-difluoro-ethyl)pyrazole-3-carboxamide ClC1=NNC(C(=C1)[C@H](C)N1N=C(C(=C1)NC(=O)[C@H](C(C1CC1)C1CC1)NC(=O)C=1N(N=CC1)CC(F)F)F)=O